OC12C(C=3C=C(SC3N=C2NCC1)C)=O 9-Hydroxyl-5-methyl-4-thia-2,12-diazatricyclo[7.3.0.03,7]dodeca-1,3(7),5-trien-8-on